CN1CCC(CC1)CC1=CN=C2C(=NC(=NN21)O[C@@H](C)CCC)N (S)-7-((1-methylpiperidin-4-yl)methyl)-2-(pent-2-yloxy)imidazo[2,1-f][1,2,4]triazin-4-amine